C(#N)C1=C(C=CC=C1)[C@@H]([C@@H](C)C=1N(C(C(=C(N1)C(=O)NC=1C=NOC1)O)=O)C)C=1C(=NN(C1)C)C 2-((1r,2r)-1-(2-cyanophenyl)-1-(1,3-dimethyl-1H-pyrazol-4-yl)propan-2-yl)-5-hydroxy-N-(isoxazol-4-yl)-1-methyl-6-oxo-1,6-dihydropyrimidine-4-carboxamide